4-[2-(3-fluoropyrrolidin-1-yl)ethoxy]pyridin-2-amine FC1CN(CC1)CCOC1=CC(=NC=C1)N